(2-cyclopropyl-5-methylthiophen-3-yl)-1-[(1-methyl-1H-pyrazol-4-yl)[(3S)-1-methylpiperidin-3-yl]sulfamoyl]urea C1(CC1)C=1SC(=CC1N(C(=O)N)S(N([C@@H]1CN(CCC1)C)C=1C=NN(C1)C)(=O)=O)C